2-Morpholinobenzo[d]thiazole-4-carboxylic acid O1CCN(CC1)C=1SC=2C(N1)=C(C=CC2)C(=O)O